tert-butyl 2-(4-((2,3-dihydrobenzo[b][1,4]dioxin-6-yl) methyl)-2-(2-isopropylphenyl)-6-oxopiperazin-1-yl)-7-azaspiro[3.5]nonane-7-carboxylate O1C2=C(OCC1)C=C(C=C2)CN2CC(N(C(C2)=O)C2CC1(C2)CCN(CC1)C(=O)OC(C)(C)C)C1=C(C=CC=C1)C(C)C